O1COCC2=C1C=CC=C2 benzo[d][1,3]dioxan